C(C)OC1=CC=2N(C3=CC(=CC=C3C2C=C1)OCC)C(C(=O)O)(C)N1C(C2=CC=CC=C2C1=O)=O (2,7-Diethoxy-9H-carbazol-9-yl)-2-(1,3-dioxoisoindolin-2-yl)propionic acid